8-bromo-N-(2-methoxyethyl)-1,5-naphthyridin-2-amine BrC=1C=CN=C2C=CC(=NC12)NCCOC